oxalate copper-silicon [Si+4].[Cu+2].C(C(=O)[O-])(=O)[O-].C(C(=O)[O-])(=O)[O-].C(C(=O)[O-])(=O)[O-]